3-(6-chloropyridin-3-yl)-N-(4-fluorophenyl)oxetan-3-carboxamide ClC1=CC=C(C=N1)C1(COC1)C(=O)NC1=CC=C(C=C1)F